3-(4-(methylsulfonyl)piperazin-1-yl)-6-(naphthalen-1-yl)-1-(piperazin-1-yl)-5,6,7,8-tetrahydro-2,6-naphthyridine-4-carbonitrile hydrochloride Cl.CS(=O)(=O)N1CCN(CC1)C=1N=C(C=2CCN(CC2C1C#N)C1=CC=CC2=CC=CC=C12)N1CCNCC1